C1(CCCCC1)C1=CC=C(C=C1)C=1NC=2N(C(C1)=O)N=C(C2C(=O)N2CC(C2)CF)C2=NC=CC(=N2)CC 5-(4-Cyclohexylphenyl)-2-(4-ethylpyrimidin-2-yl)-3-(3-(fluoromethyl)azetidine-1-carbonyl)pyrazolo[1,5-a]pyrimidin-7(4H)-one